NC1=NC=2C=NC(=CC2C2=C1COC2)C(=O)N(C)[C@@H]2COC1=C2C=CC(=C1)C#N 4-amino-N-((3S)-6-cyano-2,3-dihydro-1-benzofuran-3-yl)-N-methyl-1,3-dihydrofuro[3,4-c][1,7]naphthyridine-8-carboxamide